ClC=1C(N(C(=CC1OC([2H])([2H])C1=NC=C(C=C1F)F)C)C1=CC(=NC=C1C)N1N=C(C=C1)S(=O)(=O)CCC)=O (S)-3-chloro-4-((3,5-difluoropyridin-2-yl)methoxy-d2)-5',6-dimethyl-2'-(3-(propylsulfonyl)-1H-pyrazol-1-yl)-2H-[1,4'-bipyridin]-2-one